CCCCCCCCCCCCCC(=O)O[C@H](COC(=O)CCCCC/C=C\C/C=C\C/C=C\C/C=C\CCCCC)COP(=O)(O)OC[C@@H](C(=O)O)N 1-(7Z,10Z,13Z,16Z-docosatetraenoyl)-2-tetradecanoyl-glycero-3-phosphoserine